1-(imidazo[1,2-a]pyridin-3-ylmethyl)-5-phenylpiperidin-2-one N=1C=C(N2C1C=CC=C2)CN2C(CCC(C2)C2=CC=CC=C2)=O